{[(3S)-1-Cyclopentylpyrrolidin-3-yl]methyl}(2-{[6-(5-cyclopropyl-4-methyl-1H-imidazol-2-yl)pyridin-2-yl]amino}ethyl)amine C1(CCCC1)N1C[C@@H](CC1)CNCCNC1=NC(=CC=C1)C=1NC(=C(N1)C)C1CC1